5-(2-((4-((R)-2-(4-chloro-2-fluorophenyl)-2-methyl-2H-chromen-8-yl)piperidin-1-yl)methyl)-3-(((S)-oxetan-2-yl)methyl)-3H-imidazo[4,5-c]pyridin-6-yl)-4H-1,2,4-triazole-3-carbonitrile ClC1=CC(=C(C=C1)[C@@]1(OC2=C(C=CC=C2C=C1)C1CCN(CC1)CC1=NC2=C(C=NC(=C2)C=2NC(=NN2)C#N)N1C[C@H]1OCC1)C)F